OC1=C(C2=CC=CC=C2C=C1C=O)C1=CC=CC2=CC=CC=C12 hydroxy-1,1'-binaphthyl-3-monoaldehyde